tert-butyl 4-((4-(4-(3-methoxy-5-methylphenoxy)butyl)phenyl)carbamoyl)piperazine-1-carboxylate COC=1C=C(OCCCCC2=CC=C(C=C2)NC(=O)N2CCN(CC2)C(=O)OC(C)(C)C)C=C(C1)C